ClC1=CC=C(C=C1)C(CSC1=NN=C(N1)C1=CC=C(C=C1)OC)=O 1-(4-chlorophenyl)-2-((5-(4-methoxyphenyl)-4H-1,2,4-triazol-3-yl)thio)ethan-1-one